2-Chloro-7-methyl-9-(1,4-dioxa-8-azaspiro[4.5]decane-8-yl)-7,9-dihydro-8H-purine-8-one ClC1=NC=C2N(C(N(C2=N1)N1CCC2(OCCO2)CC1)=O)C